3-cyano-N-(3,4-dichloro-1H-indol-7-yl)-4-(piperazin-1-ylsulfonyl)benzenesulfonamide C(#N)C=1C=C(C=CC1S(=O)(=O)N1CCNCC1)S(=O)(=O)NC=1C=CC(=C2C(=CNC12)Cl)Cl